C(CCCCCCCCCCCCCCCCC)OC=1C=C(C=C(C1)OCCCCCCCCCCC)CO (3-(Octadecyloxy)-5-(undecyloxy)phenyl)methanol